FCOC1=C(C=CC(=C1)S(=O)(=O)C)NCC#CC1(N(C2=CC=CC=C2C1)CC(F)(F)F)NC1CCN(CC1)C(C)C 2-(3-{[2-(fluoromethoxy)-4-methanesulfonylphenyl]amino}prop-1-yn-1-yl)-N-[1-(propan-2-yl)piperidin-4-yl]-1-(2,2,2-trifluoroethyl)-1H-indol-amine